C(CCC)NC=1C2=C(N=C(N1)N)C=NN2CC2=C(C=CC(=C2)CNC2COC2)OC N7-butyl-1-[(2-methoxy-5-{[(oxetan-3-yl)amino]-methyl}phenyl)methyl]-1H-pyrazolo[4,3-d]pyrimidine-5,7-diamine